ethyl 2-((4-fluoro-3-methoxy-2-methyl-phenyl)amino)-4-(trifluoromethyl)-benzoate FC1=C(C(=C(C=C1)NC1=C(C(=O)OCC)C=CC(=C1)C(F)(F)F)C)OC